6-fluoro-3,4-dihydro-1,8-naphthyridine-2(1H)-thione FC=1C=C2CCC(NC2=NC1)=S